Cl.N1=CN=C2NC=NC2=C1N1CCSC(=C1)C(=O)N1C[C@H](CC1)N (S)-(4-(9H-purin-6-yl)-3,4-dihydro-2H-1,4-thiazin-6-yl)(3-aminopyrrolidin-1-yl)methanone hydrochloride